O.[Mg].[Al] aluminum-magnesium water